[Si]([O-])([O-])([O-])[O-].[Fe+2].[Cu+2] copper-iron silicate